2-(4-tert-butyl-2-methyl-phenyl)-5-isopentyloxy-1H-1,6-naphthyridin-4-one C(C)(C)(C)C1=CC(=C(C=C1)C=1NC2=CC=NC(=C2C(C1)=O)OCCC(C)C)C